3-hydroxy-2,6-pyridinedimethanol OC=1C(=NC(=CC1)CO)CO